4-(4-(3-(4-methoxyphenyl)propionyl)-3,4-dihydro-2H-pyrido[4,3-b][1,4]oxazin-8-yl)Benzonitrile COC1=CC=C(C=C1)CCC(=O)N1C2=C(OCC1)C(=CN=C2)C2=CC=C(C#N)C=C2